3-chloro-2-[(6-chloro-3-morpholinosulfonyl-4-quinolyl)amino]benzoic acid ClC=1C(=C(C(=O)O)C=CC1)NC1=C(C=NC2=CC=C(C=C12)Cl)S(=O)(=O)N1CCOCC1